C1(=CC=CC=C1)C1=C(NC2=CC=CC=C12)N1CCCCC1 PHENYLPIPERIDINYL-INDOLE